CN1C=C(C=2C1=CN=C(C2)NC(C)=O)C2=CC(=C1C(=N2)C2(OCC1)COCC2)OC2=CC=CC=C2 N-(1-methyl-3-(4'-phenoxy-4,5,5',6'-tetrahydro-2H-spiro[furan-3,8'-pyrano[3,4-b]pyridin]-2'-yl)-1H-pyrrolo[2,3-c]pyridin-5-yl)acetamide